4-p-toluenesulfonyloxy-3-tert-butoxycarbonyl-methyl-aminobutyric acid CC1=CC=C(C=C1)S(=O)(=O)OCC(C(C(=O)O)(N)C)C(=O)OC(C)(C)C